C(C)(C)(C)OC(N(C)CC1=C(C=CC=C1)C1=CSC(=C1)C(C)N)=O (2-(5-(1-aminoethyl)thiophen-3-yl)benzyl)(methyl)carbamic acid tert-butyl ester